1-((2-(2,6-dioxopiperidin-3-yl)-1,3-dioxoisoindolin-4-yl)amino)-2-oxo-6,9,12,15-tetraoxa-3-azaheptadecane O=C1NC(CCC1N1C(C2=CC=CC(=C2C1=O)NCC(NCCOCCOCCOCCOCC)=O)=O)=O